1-(2-((tert-Butyldiphenylsilyl)oxy)ethyl)-6-chloro-1H-pyrazolo[3,4-b]pyridine [Si](C1=CC=CC=C1)(C1=CC=CC=C1)(C(C)(C)C)OCCN1N=CC=2C1=NC(=CC2)Cl